ethyl (2s,3s)-3-aminobicyclo[2.2.2]octane-2-formate N[C@@H]1[C@H](C2CCC1CC2)C(=O)OCC